C(C)(C)(C)OC(N[C@@H]1CC2=CC=CC=C2C12CCN(CC2)C2=NC(=C(C(=N2)C#N)Br)C)=O (R)-(1'-(5-bromo-4-cyano-6-methylpyrimidin-2-yl)-2,3-dihydrospiro[inden-1,4'-piperidin]-2-yl)carbamic acid tert-butyl ester